(2-(5-(6-(3-cyanopyrrolo[1,2-b]pyridazin-7-yl)-4-(isopropylamino)pyridin-3-yl)-1,3,4-thiadiazol-2-yl)ethyl)carbamic acid tert-butyl ester C(C)(C)(C)OC(NCCC=1SC(=NN1)C=1C=NC(=CC1NC(C)C)C1=CC=C2N1N=CC(=C2)C#N)=O